P(=O)(O)(O)O phosphoric acid, hydroxide